OCC(=O)NC1=CC=C(C=C1)S(=O)(=O)NC1=C(N=CS1)C(=O)O 5-{[4-(2-hydroxyacetamido)phenyl]sulfonamido}-1,3-thiazole-4-carboxylic acid